C1(CC1)C[C@H](C(=O)N1[C@@H]([C@@H]2[C@H](C1)CCC2)C(=O)N[C@@H](C[C@H]2C(NCC2)=O)C(COC(F)(F)F)=O)O (1S,3ar,6as)-2-((R)-3-cyclopropyl-2-hydroxypropionyl)-N-((S)-3-oxo-1-((S)-2-oxopyrrolidin-3-yl)-4-(trifluoromethoxy)butan-2-yl)octahydrocyclopenta[c]pyrrole-1-carboxamide